N1(N=CC(=C1)C=1C=C(C=2N(C1)N=CC2C#N)SC2=C(C=C(C=C2)F)C#N)C=2C=NNC2 6-(1'H-[1,4'-bipyrazol]-4-yl)-4-((2-cyano-4-fluorophenyl)thio)pyrazolo[1,5-a]pyridine-3-carbonitrile